(2-ethyl-5-fluoro-indoline) sodium cyanoborohydride C(#N)[BH3-].[Na+].C(C)C1NC2=CC=C(C=C2C1)F